N-{8-(3,5-dichlorophenyl)-3-[(4S)-3,4-dihydro-2H-chromen-4-ylcarbamoyl]quinolin-4-yl}-N-methylglycine ClC=1C=C(C=C(C1)Cl)C=1C=CC=C2C(=C(C=NC12)C(N[C@H]1CCOC2=CC=CC=C12)=O)N(CC(=O)O)C